C(C)(=O)O[C@@H]1[C@H]([C@H](OCCNC(=O)OCC2=CC=CC=C2)O[C@@H]([C@H]1OC(C)=O)COC(C)=O)NC(=O)OCC1=CC=CC=C1 2-(benzyloxycarbonylamino)ethyl 3,4,6-tri-O-acetyl-2-benzyloxycarbonylamino-2-deoxy-β-D-glucopyranoside